6-[8-(1,3-benzothiazol-2-ylcarbamoyl)-3,4-dihydroisoquinolin-2(1H)-yl]-3-[2-cyano-3-(tricyclo[3.3.1.13,7]dec-1-ylsulfonyl)phenyl]pyridine-2-carboxylic acid S1C(=NC2=C1C=CC=C2)NC(=O)C=2C=CC=C1CCN(CC21)C2=CC=C(C(=N2)C(=O)O)C2=C(C(=CC=C2)S(=O)(=O)C21CC3CC(CC(C2)C3)C1)C#N